C(#N)[C@H](C[C@@H]1C(NCCC1)=O)NC(=O)[C@H]1N(C[C@H]2[C@@H]1CC(C2)(F)F)C(=O)C=2NC1=CC=CC(=C1C2)F (1S,3aR,6aS)-N-((S)-1-cyano-2-((R)-2-oxopiperidin-3-yl)ethyl)-5,5-difluoro-2-(4-fluoro-1H-indole-2-carbonyl)octahydrocyclopenta[c]pyrrole-1-carboxamide